FC1C(NC(NC1)=O)=O 5-fluoro-5,6-dihydro-uracil